(R)-1-(3-fluoro-5-methoxyphenyl)-2-methylpiperazine FC=1C=C(C=C(C1)OC)N1[C@@H](CNCC1)C